OC1=CC=C(C=C1)NC=1C(C2=CC=CC=C2C(C1)=O)=O 2-(4-hydroxyphenylamino)-1,4-naphthoquinone